FC=1C=C(C=NC1)[C@H](CNC(CCC1CCC(CC1)C(=O)O)(C)C)O (1R,4R)-4-(3-(((R)-2-(5-fluoropyridin-3-yl)-2-hydroxyethyl)amino)-3-methylbutyl)cyclohexane-1-carboxylic acid